1-(1-octyl)-2-methyl-3-ethyl-pyridinium C(CCCCCCC)[N+]1=C(C(=CC=C1)CC)C